N-((2S,3S)-4,4-difluoro-3-hydroxy-1-(hydroxyamino)-3-methyl-1-oxobutan-2-yl)-4-ethynylbenzamide FC([C@@]([C@@H](C(=O)NO)NC(C1=CC=C(C=C1)C#C)=O)(C)O)F